C(C1=CC(OC)=C(O)C=C1)C(C(=O)O)(C)C.CC(C(=O)OC1=C(C=C(C=C1)C=O)OC)C 4-formyl-2-methoxyphenyl 2-methylpropionate (vanillyl isobutyrate)